(R)-(2-(((4-(tert-butoxycarbonyl)morpholin-2-yl)methyl)amino)-5-chloro-3-methylphenyl)boronic acid C(C)(C)(C)OC(=O)N1C[C@H](OCC1)CNC1=C(C=C(C=C1C)Cl)B(O)O